Dodecyl (chloro(phenoxy)phosphoryl)-L-phenylalaninate ClP(=O)(OC1=CC=CC=C1)N[C@@H](CC1=CC=CC=C1)C(=O)OCCCCCCCCCCCC